FC(C1=NN(C(=N1)C(=O)N1[C@H](C2=C(CC1)NC=N2)C2=NN1C(C(=CC=C1)C)=C2)C)F (R)-(3-(difluoromethyl)-1-methyl-1H-1,2,4-triazol-5-yl)(4-(4-methylpyrazolo[1,5-a]pyridin-2-yl)-6,7-dihydro-1H-imidazo[4,5-c]pyridin-5(4H)-yl)methanone